diamyl hydrogen phosphate P(=O)(OCCCCC)(OCCCCC)O